C(C)(C)(C)OC(=O)N1C(CN(CC1C)C=1C=NC(=CC1)NC=1N=CC2=C(N1)N(C(C(=C2C)Br)=O)C2CCCC2)C 4-[6-(6-bromo-8-cyclopentyl-5-methyl-7-oxo-7,8-dihydro-pyrido[2,3-d]Pyrimidin-2-ylamino)-pyridin-3-yl]-2,6-dimethyl-piperazine-1-carboxylic acid tert-butyl ester